2-Bromo-3-fluoro-6-(3-hydroxypropyl)phenol BrC1=C(C(=CC=C1F)CCCO)O